ClC1=C(C=CC=C1)CC(=O)NC1=CC(=NC=C1)N(C(C)=O)C1=CC(=C(C=C1)F)C#N N-{4-[2-(2-chlorophenyl)acetylamino]pyridin-2-yl}-N-(3-cyano-4-fluorophenyl)acetamide